4-[1-(1-ethyl-2,3-dihydro-1H-inden-4-yl)ethyl]-1H-imidazole C(C)C1CCC2=C(C=CC=C12)C(C)C=1N=CNC1